C(=O)O.C(#N)CN1N=C(C(=C1)C1=CN=C2N1C=CN=C2NC2=CC(=C(C(=O)N[C@@H](C(N[C@H]1CNCC1)=O)C)C=C2)CC)C(F)(F)F 4-[[3-[1-(cyanomethyl)-3-(trifluoromethyl)pyrazol-4-yl]imidazo[1,2-a]pyrazin-8-yl]amino]-2-ethyl-N-[(1R)-1-methyl-2-oxo-2-[[(3R)-pyrrolidin-3-yl]amino]ethyl]benzamide formate